4-(4,4-dimethoxy-1,3,5-triazin-2-yl)-4-methylmorpholinium chloride [Cl-].COC1(NC(=NC=N1)[N+]1(CCOCC1)C)OC